bipyridine-4,4'-dicarboxylic acid diisobutyl ester C(C(C)C)OC(=O)C1=CC(=NC=C1)C1=NC=CC(=C1)C(=O)OCC(C)C